C(#N)C1=CC=C(C2=C1CCO2)N2C(=C(CC1=C(N=CC(=C21)C)C2CCC2)C(=O)N)C 4-Cyano-2,3-dihydrobenzofuran-7-yl-5-cyclobutyl-2,8-dimethyl-1,4-dihydro-1,6-naphthyridine-3-carboxamide